dimethoxyethyl terephthalate C(C1=CC=C(C(=O)[O-])C=C1)(=O)OCC(OC)OC